C1(=C(C(=CC=C1)C(=O)O)C(=O)O)C(=O)O benzene-1,2,3-tricarboxylic acid